2-(1-{[(3R)-1-(2-hydroxyethyl)piperidin-3-yl]amino}pyrido[3,4-d]pyridazin-4-yl)-5-(trifluoromethyl)phenol OCCN1C[C@@H](CCC1)NC1=C2C(=C(N=N1)C1=C(C=C(C=C1)C(F)(F)F)O)C=NC=C2